tert-butyl azepine-5(2H)-carboxylate N=1CC=CC(=CC1)C(=O)OC(C)(C)C